The molecule is a piperidine alkaloid that is piperidine substituted by a 2-oxo-3-[(2R)-piperidin-2-yl]propyl group at position 2. It has a role as a plant metabolite. It is a piperidine alkaloid and a ketone. C1CCN[C@H](C1)CC(=O)C[C@H]2CCCCN2